C(C)(C)(C)NS(=O)(=O)C1=CC=C(C=C1)NC[C@H](CC1=CC=CC=C1)NC(C1=CC=C(C=C1)F)=O (S)-N-(1-(4-(N-tert-butylsulfamoyl)phenylamino)-3-phenylpropan-2-yl)4-fluorobenzamide